C(C)(=O)N1C(CC(C1)C1=CC(=C(C=C1)OC(F)F)OCC1CC1)C(=O)N 1-acetyl-4-(3-(cyclopropylmethoxy)-4-(difluoromethoxy)phenyl)pyrrolidine-2-carboxamide